BrC=1C2=C(C(=NC1)C)N=CN2[C@@H]2C[C@@H](CCC2)NC(OC(C)(C)C)=O tert-Butyl ((1R,3S)-3-(7-bromo-4-methyl-1H-imidazo[4,5-c]pyridin-1-yl)cyclohexyl)carbamate